(-)-2-((5-(2-(1-((2-Amino-2-oxoethyl)(methyl)amino)-4-methylpent-3-yl)-2,6-diazaspiro[3.4]oct-6-yl)-1,2,4-triazin-6-yl)oxy)-N-ethyl-5-fluoro-N-isopropylbenzamide NC(CN(CCC(C(C)C)N1CC2(C1)CN(CC2)C=2N=CN=NC2OC2=C(C(=O)N(C(C)C)CC)C=C(C=C2)F)C)=O